bromovinyl acetate C(C)(=O)OC=CBr